propyl-tris(methylallyl)silane C(CC)[Si](CC=CC)(CC=CC)CC=CC